ClC=1C(=NC(=NC1)NC1=NC=C(C=C1)N1CCNCC1)NC1=C(C=CC=C1)C 5-chloro-N2-(5-(piperazin-1-yl)pyridin-2-yl)-N4-(o-tolyl)pyrimidine-2,4-diamine